NC1=C(C=C2C=C(C=NC2=N1)C(=O)N(CC1=NC=C(C=C1)C(F)(F)F)[C@H](C)C1=NC=CC=C1F)Br 7-amino-6-bromo-N-((1R)-1-(3-fluoro-2-pyridinyl)ethyl)-N-((5-(trifluoromethyl)-2-pyridinyl)methyl)-1,8-naphthyridine-3-carboxamide